C(C1=CC=CC=C1)OC1=C(C(=C2C=CC(=CC2=C1)NC(=O)NCCCCC=1C=C2C3=C(N(C2=CC1)C1C(NC(CC1)=O)=O)N=CC=C3)F)N3S(NC(C3)=O)(=O)=O 1-[7-benzyloxy-5-fluoro-6-(1,1,4-trioxo-1,2,5-thiadiazolidin-2-yl)-2-naphthyl]-3-[4-[9-(2,6-dioxo-3-piperidyl)pyrido[2,3-b]indol-6-yl]butyl]urea